BrC=1C=CC(=C2CCC(C12)=O)F 7-bromo-4-fluoro-2,3-dihydro-1H-inden-1-one